(2H)-1H-pyrazole-1-yl-piperidine N1(NCC=C1)N1CCCCC1